NCC=1C=C2C=C(C=NC2=C(C1)N1C(N(C(C1)=O)C)=O)C1CC1 1-(6-(aminomethyl)-3-cyclopropylquinolin-8-yl)-3-methylimidazole-2,4-dione